C(C)N1OC(C2C1C(CC(C2)(CC=C(C)C)C)C)(C)C 1-Ethyl-3,3,5,7-tetramethyl-5-(3-methylbut-2-en-1-yl)octahydrobenzo[c]isoxazol